5-(3-fluoro-4-((6-methylpyridin-2-yl)oxy)phenyl)-6-(2-nitrophenyl)-7,8-dihydro-6H-imidazo[1',2':1,5]pyrrolopyrrole FC=1C=C(C=CC1OC1=NC(=CC=C1)C)C1C(NC2CC3=C(C=CN3)N21)C2=C(C=CC=C2)[N+](=O)[O-]